[Na+].NCC(=O)[O-] glycine, monosodium salt